5-(3-(5-((1-methyl-1H-pyrazol-4-yl)methyl)-1H-imidazol-2-yl)phenoxy)-1H-indole CN1N=CC(=C1)CC1=CN=C(N1)C=1C=C(OC=2C=C3C=CNC3=CC2)C=CC1